C(C)S(=O)(=O)N1C[C@@H]([C@H](CC1)O)[C@@H]1N2C(C3=CC=CC=C13)=CN=C2 (3R,4S)-1-(ethylsulfonyl)-3-((S)-5H-imidazo[5,1-a]isoindol-5-yl)piperidin-4-ol